C(C)OC(CSCC(OCC)OCC)OCC (2,2-diethoxyethyl) thioether